(5-Fluoro-2,4-dioxo-3,4-dihydropyrimidin-1(2H)-yl)methyl (2-(4-propylphenyl)-1,2,3,4-tetrahydroisoquinolin-6-yl) carbonate C(OCN1C(NC(C(=C1)F)=O)=O)(OC=1C=C2CCN(CC2=CC1)C1=CC=C(C=C1)CCC)=O